1-((7-oxo-2,3-diphenyl-6-(quinolin-6-yl)-4,7-dihydropyrazolo[1,5-a]pyrimidin-5-yl)methyl)imidazolidine-2,4-dione O=C1C(=C(NC=2N1N=C(C2C2=CC=CC=C2)C2=CC=CC=C2)CN2C(NC(C2)=O)=O)C=2C=C1C=CC=NC1=CC2